2-[(4-{3-(cyanomethyl)-3-[4-(7H-pyrrolo[2,3-d]pyrimidin-4-yl)-1H-pyrazol-1-yl]azetidin-1-yl}piperidin-1-yl)carbonyl]benzonitrile C(#N)CC1(CN(C1)C1CCN(CC1)C(=O)C1=C(C#N)C=CC=C1)N1N=CC(=C1)C=1C2=C(N=CN1)NC=C2